Bis(diisopropylamino)(2-cyano-2-(n-dodecyl)ethoxy)phosphine C(C)(C)N(C(C)C)P(OCC(CCCCCCCCCCCC)C#N)N(C(C)C)C(C)C